4-(4-Bromo-5-methyl-triazol-1-yl)piperidine-1-carboxylic acid tert-butyl ester C(C)(C)(C)OC(=O)N1CCC(CC1)N1N=NC(=C1C)Br